tert-Butyl 4-(3-cyano-4-(3,4-dichlorophenylamino)-7-methoxyquinolin-6-yloxy)piperidine-1-carboxylate C(#N)C=1C=NC2=CC(=C(C=C2C1NC1=CC(=C(C=C1)Cl)Cl)OC1CCN(CC1)C(=O)OC(C)(C)C)OC